N1(N=CC=C1)C=1C=CC(=NC1)N1C(N(C2=C(C1=O)C(=C(S2)C2=CC=C(C=C2)NC(=O)NCC)CN(C)C)CC2=C(C=CC=C2F)F)=O 1-(4-(3-(5-(1H-pyrazol-1-yl)pyrid-2-yl)-1-(2,6-difluorobenzyl)-5-((dimethylamino)methyl)-2,4-dioxo-1,2,3,4-tetrahydrothieno[2,3-d]pyrimidin-6-yl)phenyl)-3-ethylurea